NCC1=CC=C(C=C1)C=1C=NN2C1N=C(C=C2)NCCC2=C(C=CC=C2)OC(F)(F)F 3-(4-(aminomethyl)phenyl)-N-(2-(trifluoromethoxy)phenethyl)pyrazolo[1,5-a]pyrimidin-5-amine